FC(CNC(=O)C1=CN=C(N=N1)N[C@@H]1C[C@H](CC1)NC1=CC=C(C=N1)N1C(C=CC=C1)=O)F N-(2,2-Difluoroethyl)-3-(((1S,3S)-3-((2-oxo-2H-[1,3'-bipyridin]-6'-yl)amino)cyclopentyl)amino)-1,2,4-triazine-6-carboxamide